N1(CCC[C@H]2CCCC[C@H]12)S(=O)(=O)NC1=C(C=CC=C1)C#CC=1C=CC=NC1 5-[2-(2-{[(4aR,8aS)-Decahydrochinolin-1-sulfonyl]amino}phenyl)ethynyl]-pyridin